CC1=CC=C(C(C)C)CC1 alpha-Terpinen